OC[C@@H](C(=O)NC(=C)C(=O)OC)NC(=O)OC1CCN(CC1)C(=O)OC(C)(C)C tert-butyl (S)-4-(((3-hydroxy-1-((3-methoxy-3-oxoprop-1-en-2-yl)amino)-1-oxopropan-2-yl)carbamoyl)oxy)piperidine-1-carboxylate